chlorodiethyl-toluenediamine ClC=1C(=C(C(N)(N)CC)C=CC1)CC